[Pr+4].CN([C@@]1(CN(CC1)C1=NN(C2=C1C=NC(=C2)NC(C)=O)C2=NC(=CN=C2)C(C)(C)F)C)C (S)-N-(3-(3-(dimethylamino)-3-methylpyrrolidin-1-yl)-1-(6-(2-fluoroprop-2-yl)pyrazin-2-yl)-1H-pyrazolo[4,3-c]pyridin-6-yl)acetamide Praseodymium(IV)